acrylic benzoic anhydride C(C1=CC=CC=C1)(=O)OC(C=C)=O